C(C)CN(CCCC=C(C(=O)N)C)C 3-(ethyldimethylamino)propylmethacrylamide